(R)-4-((R)-2-((4-(2-chloro-4-fluorophenyl)-1-oxo-1,2-dihydroisoquinolin-7-yl)oxy)propanoyl)morpholine-3-carboxylic acid ClC1=C(C=CC(=C1)F)C1=CNC(C2=CC(=CC=C12)O[C@@H](C(=O)N1[C@H](COCC1)C(=O)O)C)=O